ethyl 1-(3-chlorobenzyl)-2-oxocyclopentane-1-carboxylate ClC=1C=C(CC2(C(CCC2)=O)C(=O)OCC)C=CC1